CNC1=CC=CC=C1[N+](=O)[O-] methyl-6-nitro-aniline